OCCCON1CC(=NC=C1)C(C)C 4-(3-hydroxypropoxy)-2-isopropylpyrazine